C1(CC1)N1C(=NC(=C1)C(F)(F)F)C1=CC=C(C=C1)[C@H](C)N1C=2N(CCC1=O)N=C(N2)C=2C(=NC=NC2OC)C2CC2 (S)-4-(1-(4-(1-cyclopropyl-4-(trifluoromethyl)-1H-imidazol-2-yl)phenyl)ethyl)-2-(4-cyclopropyl-6-methoxypyrimidin-5-yl)-6,7-dihydro-[1,2,4]triazolo[1,5-a]pyrimidin-5(4H)-one